1,2-bis(1-adamantyl)phosphino-o-xylene C12(CC3CC(CC(C1)C3)C2)PC2(C(C=CC=C2)(C)PC23CC1CC(CC(C2)C1)C3)C